hydroxy phosphoramidate P(OO)([O-])(=O)N